ClC=1C(=C(C=CC1)NC=1C2=C(N=CN1)C=CC(=N2)[C@]21CN(C[C@@H]1C2)C(C=C)=O)F 1-((1R,5R)-1-(4-((3-Chloro-2-fluorophenyl)amino)pyrido[3,2-d]pyrimidin-6-yl)-3-azabicyclo[3.1.0]hexan-3-yl)prop-2-en-1-one